OC(C)(C)C1=CC=CC=N1 6-(2-hydroxypropan-2-yl)pyridine